C(=O)C=1C=C(C=CC1)C#CC1=CC(=CC=C1)C=O 1,2-bis(3-formylphenyl)acetylene